NC12C(OC3=C1C=CC(=C3)[C@]3([C@H](C3)C)C)(C3=C(C=CC=C3C2=O)[N+](=O)[O-])O 9b-amino-7-((1R,2S)-1,2-dimethylcyclopropyl)-4b-hydroxy-4-nitro-4b,9b-dihydro-10H-indeno[1,2-b]benzofuran-10-one